N,6-bis((1r,4R)-4-methoxycyclohexyl)-2-(1-methyl-1H-imidazol-5-yl)pyrimidine-4-carboxamide COC1CCC(CC1)NC(=O)C1=NC(=NC(=C1)C1CCC(CC1)OC)C1=CN=CN1C